4-((4-(thiophen-2-yl)phenyl)thio)benzene-1,2-diamine S1C(=CC=C1)C1=CC=C(C=C1)SC=1C=C(C(=CC1)N)N